6-fluoro-4-((1S,4s)-4-((R)-1-(5-(trifluoromethoxy)-1H-benzo[d]imidazol-2-yl)ethyl)cyclohexyl)quinoline FC=1C=C2C(=CC=NC2=CC1)C1CCC(CC1)[C@H](C)C1=NC2=C(N1)C=CC(=C2)OC(F)(F)F